C1(CCCCC1)[C@@H](C(=O)NC1CCCCC1)N1C(=NC2=C1C=CC=C2)C2=C(C(=CC=C2)OC)OC (S)-2,N-dicyclohexyl-2-[2-(2,3-dimethoxy-phenyl)-benzimidazol-1-yl]-acetamide